ClC=1C=C(C=CC1)C(C(=O)C1=CNC2=CC=C(C=C12)OC(F)(F)F)=O 1-(3-chlorophenyl)-2-[5-(trifluoromethoxy)-1H-indol-3-yl]ethane-1,2-dione